ClC=1C=C(C(=NC1)OC1=CC=C(C=C1)C1=NC=CC(=C1)CC(CC(=O)OCC)=O)F ethyl 4-(2-(4-((5-chloro-3-fluoropyridin-2-yl) oxy) phenyl) pyridin-4-yl)-3-oxobutanoate